The molecule is a monomethoxyflavone that is flavone substituted by a methoxy group at position 7, hydroxy groups at positions 5 and 4' and methyl groups at positions 6 and 8. It has been isolated from Hydrastis canadensis and Eucalyptus species. It has a role as a plant metabolite. It is a dihydroxyflavone and a monomethoxyflavone. It derives from a flavone. CC1=C(C2=C(C(=C1OC)C)OC(=CC2=O)C3=CC=C(C=C3)O)O